N-[[6-(1-Methylcyclopentoxy)-2-pyridyl]sulfonyl]-2-(2,2,4-trimethylpyrrolidin-1-yl)pyridin-3-carboxamid CC1(CCCC1)OC1=CC=CC(=N1)S(=O)(=O)NC(=O)C=1C(=NC=CC1)N1C(CC(C1)C)(C)C